((1R,2S)-2-fluorocyclopropyl)((1S,5R)-3-(2-((1-methyl-1H-pyrazole-4-yl)amino)pyrimidin-4-yl)-8-azabicyclo[3.2.1]oct-2-en-8-yl)methanone F[C@@H]1[C@H](C1)C(=O)N1[C@@H]2C=C(C[C@H]1CC2)C2=NC(=NC=C2)NC=2C=NN(C2)C